C(C)(C)(C)C1=C(C=CC=C1)C1=CC=CC=C1 tert-butylbiphenyl